3-amino-7-chloro-4-[7-chloro-2-(oxan-2-yl)indazol-4-yl]-2-[(4-methoxyphenyl)methoxy]quinolin-6-ol NC=1C(=NC2=CC(=C(C=C2C1C=1C2=CN(N=C2C(=CC1)Cl)C1OCCCC1)O)Cl)OCC1=CC=C(C=C1)OC